[N+](=O)([O-])C1=C(C(=CC(=C1)[N+](=O)[O-])[N+](=O)[O-])S(=O)(=O)O 2,4,6-trinitrobenzene-sulfonic acid